FC(C1=NC=CC(=N1)OCC=O)(F)F 2-((2-(trifluoromethyl)pyrimidin-4-yl)oxy)ethan-1-one